1-acetyl-N-(2-oxo-2,3-dihydro-1H-benzo[d]imidazol-5-yl)indoline-4-carboxamide benzyl-4-((tert-butoxycarbonyl)-L-alanyl)piperazine-1-carboxylate Benzyl-piperazin-1-carboxylate C(C1=CC=CC=C1)OC(=O)N1CCNCC1.C(C1=CC=CC=C1)OC(=O)N1CCN(CC1)C([C@@H](NC(=O)OC(C)(C)C)C)=O.C(C)(=O)N1CCC=2C(=CC=CC12)C(=O)NC1=CC2=C(NC(N2)=O)C=C1